(S)-5-(2-((2-amino-4,5,6,7-tetrahydrobenzo[d]thiazol-6-yl)amino)-2-oxoacetyl)-N-(4-fluoro-3-methylphenyl)-1,2,4-trimethyl-1H-pyrrole-3-carboxamide NC=1SC2=C(N1)CC[C@@H](C2)NC(C(=O)C2=C(C(=C(N2C)C)C(=O)NC2=CC(=C(C=C2)F)C)C)=O